C(C(C)C)(=O)O[C@@H]1[C@](O[C@H](C1)N1C2=NC(=NC(=C2N=C1)NC(=O)[C@@H]1OC(CC1)=O)Cl)(COC(C(C)C)=O)C#C (2R,3S,5R)-5-(2-chloro-6-((R)-5-oxotetrahydrofuran-2-carboxamido)-9H-purin-9-yl)-2-ethynyl-2-((isobutyryloxy)methyl)tetrahydrofuran-3-yl isobutyrate